copper-iron-cobalt [Co].[Fe].[Cu]